C(C)(C)N1C(N(C=2N=NC=3C=CC=CC3C21)C)=O isopropyl-3-methyl-1H-imidazo[4,5-c]cinnolin-2(3H)-one